Methyl 1-(2-hydroxy-2-methylpropyl)-1H-indazole-3-carboxylate OC(CN1N=C(C2=CC=CC=C12)C(=O)OC)(C)C